[OH-].[Na+].N1C=C(C=2C1=NC=CC2)C=2SC=C(N2)C=2C=C(C=CC2)[C@@]2(C=CC=1C2=NC=CC1)O (R,S)-7-(3-(2-(1H-pyrrolo[2,3-b]pyridin-3-yl)thiazol-4-yl)phenyl)-7H-cyclopenta[b]pyridin-7-ol Sodium hydroxide